N-(3-(4-chloro-1H-pyrrolo[2,3-b]Pyridin-5-yl)prop-2-yn-1-yl)aniline ClC1=C2C(=NC=C1C#CCNC1=CC=CC=C1)NC=C2